C(C)(C)(C)OC(=O)NCCC=1C=CC=C2C=CC=C(C12)C(=O)OC methyl 8-(2-((tert-butoxycarbonyl) amino) ethyl)-1-naphthoate